1-azepan-1-yl-2-chloro-ethanone N1(CCCCCC1)C(CCl)=O